O1C(COCC1)COC1=CC(=C(C(=N1)C#CC1=CC=C(OCCNC(C)=O)C=C1)C)OCC1=CC=CC=C1 N-(2-(4-((6-((1,4-dioxan-2-yl)methoxy)-4-(benzyloxy)-3-methylpyridin-2-yl)ethynyl)phenoxy)ethyl)acetamide